CC(C)(C=CC(C)(OOC(C1=CC(=CC=C1)C)=O)C)OOC(C1=CC(=CC=C1)C)=O 2,5-dimethyl-2,5-di(3-methylbenzoyl-peroxy)hexanen